N1(N=CC=C1)C1=CC=C(C=C1)S(=O)(=O)C1=NN(CC1CC)C(=O)NCC (4-(1H-pyrazol-1-yl)benzenesulfonyl)-N,4-diethyl-4,5-dihydro-1H-pyrazole-1-carboxamide